FC1(OC(C(O1)(F)F)(F)F)F 2,2,4,4,5,5-hexafluoro-1,3-dioxolane